2-ethyl-8-methyl-3-nitro-8-(trifluoromethyl)-7,8-dihydro-6H-pyrazolo[1,5-a]pyrrolo[2,3-e]pyrimidine-6-carboxylic acid tert-butyl ester C(C)(C)(C)OC(=O)N1CC(C2=C1C=NC=1N2N=C(C1[N+](=O)[O-])CC)(C(F)(F)F)C